C(C)OC(CCCCCCCCCCCC/C=C/CCO)OCC (3E)-17,17-diethoxy-3-heptadecene-1-ol